dihydro-5H-imidazo[1,5-a]pyrazine C1NCN2C1=CN=CC2